(4-Fluorobenzyl)-2,4-dihydroxy-5-isopropyl-N-propylbenzamide FC1=CC=C(CC=2C(=C(C(=O)NCCC)C=C(C2O)C(C)C)O)C=C1